[Cl-].C(CCCC)[N+]1=CC(=CC=C1)CCCC 1-pentyl-3-butylpyridinium chloride